exo-N-[(4S)-6,7-difluoro-3,4-dihydro-2H-1-benzopyran-4-yl]-1,1a,2,7b-tetrahydrocyclopropa[c][1]benzopyran-1-carboxamide FC=1C(=CC2=C([C@H](CCO2)NC(=O)C2C3COC4=C(C32)C=CC=C4)C1)F